COC1=C(C2=C(C=N1)C=CN2CC2=CC=C(C=C2)NS(=O)(=O)N)C2=NN(C=C2)C N-(4-((6-methoxy-7-(1-methyl-1H-pyrazol-3-yl)-1H-pyrrolo[3,2-c]pyridin-1-yl)methyl)phenyl)sulfamide